FC(OC1=CC=C(C=C1)NC(NC(C(=O)N)C)=O)(F)F 2-(3-(4-(TRIFLUOROMETHOXY)PHENYL)UREIDO)PROPANAMIDE